C1(CC1)S(=O)(=O)N1N=CC(=C1)C1=NC=CC(=N1)NC1=NC=C(C(=C1)N1CCC(CC1)O)C#CC=1N=C(SC1)C (2-((2-(1-(cyclopropylsulfonyl)-1H-pyrazol-4-yl)pyrimidin-4-yl)amino)-5-((2-methylthiazol-4-yl)ethynyl)pyridin-4-yl)piperidin-4-ol